ClC1=C(C=C(C=C1)F)C1NC(C2=C1C(=CC1=C(N(N=C21)C)CC(F)F)NC(=O)C2=CC(=CC1=CC=CC=C21)F)=O N-[6-(2-chloro-5-fluorophenyl)-3-(2,2-difluoroethyl)-2-methyl-8-oxo-7,8-dihydro-6H-pyrrolo[4,3-g]indazol-5-yl]-3-fluoronaphthalene-1-carboxamide